COC([C@H](C[C@H](C(=O)OC)OC1=C(C=NC=C1)[N+](=O)[O-])NC(=O)OC(C)(C)C)=O.COC=1C=CC(=NC1)C(C)OC=1C=C2C(=NC1)OC(=N2)C=2C=NC=CC2 3-{6-[1-(5-methoxypyridin-2-yl)ethoxy]-[1,3]oxazolo[5,4-b]pyridin-2-yl}pyridine dimethyl-(2S,4R)-2-(tert-butoxycarbonylamino)-4-[(3-nitro-4-pyridyl)oxy]pentanedioate